C=CCCCl methylene-3-chloropropane